4-(3-methylbutyl)cyclohexane-1-ol CC(CCC1CCC(CC1)O)C